CC1=CNC2=CC=CC(=C12)[N+](=O)[O-] 3-methyl-4-nitro-1H-indole